benzyloxy-6-methoxy-1H-quinoline C(C1=CC=CC=C1)ON1CC=CC2=CC(=CC=C12)OC